C1(CCCC1)NC(=O)C=1N=COC1 N-cyclopentyloxazole-4-carboxamide